C1(=CC=CC=C1)C(C[Se]C1=CC=CC=C1)=O 1-phenyl-2-(phenylseleno)ethan-1-one